[Si](C1=CC=CC=C1)(C1=CC=CC=C1)(C(C)(C)C)O[C@H]1CC(N(C1)CCN(C(OC(C)(C)C)=O)C)=O tert-butyl (S)-(2-(4-((tert-butyldiphenylsilyl)oxy)-2-oxopyrrolidin-1-yl)ethyl)(methyl)-carbamate